C(C)(=O)C1=NC=CC(=C1F)N(C(OC(C)(C)C)=O)C(=O)OC(C)(C)C tert-butyl N-(2-acetyl-3-fluoro-4-pyridyl)-N-tert-butoxycarbonyl-carbamate